(2,6-dimethyl-4-pyridyl)methanone CC1=NC(=CC(=C1)C=O)C